Cl.CC=1N=CSC1C1=CC=C(C=C1)CN 1-[4-(4-methyl-1,3-thiazol-5-yl)phenyl]methanamine hydrochloride